ethyl 3-((4-(((1r,4r)-4-(3-(3-fluoro-4-(trifluoromethoxy)phenyl)ureido)cyclohexyl)oxy)phenyl)amino)-3-oxopropanoate FC=1C=C(C=CC1OC(F)(F)F)NC(NC1CCC(CC1)OC1=CC=C(C=C1)NC(CC(=O)OCC)=O)=O